Cl.ClC1=C(C=C(C=C1)F)C1SCC2=C1C=CC=C2N (2-chloro-5-fluorophenyl)-1,3-dihydrobenzo[c]thiophen-4-amine hydrochloride